FC(C(=O)O)(F)F.C12CC(CC(CC1)N2)OC=2C=C1C(=NC=NC1=CC2)NC2=CC(=C(C=C2)OC2=CC=1N(C=C2)N=CN1)C 6-((Endo-8-azabicyclo[3.2.1]oct-3-yl)oxy)-N-(4-([1,2,4]triazolo[1,5-a]pyridine-7-yloxy)-3-Methylphenyl)quinazolin-4-amine 2,2,2-trifluoroacetate